ClC(C(C1=CC=C(C=C1)Cl)C1=CC=C(C=C1)Cl)Cl 1,1-dichloro-2,2-di(4-chlorophenyl)ethane